CC1=CC=C2C=CNC2=C1 6-methyl-1H-Indol